tert-Butyl 3-[4-(2-amino-8-{[(2S)-butan-2-yl]carbamoyl}[1,2,4]triazolo[1,5-a]pyridin-6-yl)-1H-pyrazol-1-yl]azetidine-1-carboxylate NC1=NN2C(C(=CC(=C2)C=2C=NN(C2)C2CN(C2)C(=O)OC(C)(C)C)C(N[C@@H](C)CC)=O)=N1